5-tert-butyl N-carbobenzoxy-L-glutamate C(=O)(OCC1=CC=CC=C1)N[C@@H](CCC(=O)OC(C)(C)C)C(=O)[O-]